(±)-Trans-3-butyl-3-ethyl-2,3,4,5-tetrahydro-5-phenyl-1,4-benzothiazepin-8-carbaldehyde-1,1-dioxide C(CCC)[C@]1(CS(C2=C([C@@H](N1)C1=CC=CC=C1)C=CC(=C2)C=O)(=O)=O)CC |r|